C(C1=CC=CC=C1)OC(=O)N1CC(C(CC1)C)(C(=O)O)C 1-((benzyloxy)carbonyl)-3,4-dimethylpiperidine-3-carboxylic acid